C(CCCC(=O)O)(=O)O.C(CC)OC(=O)C1=CC=C(O)C=C1 propylparaben glutarate